The molecule is a hydroxy monocarboxylic acid anion. It derives from a hexanoate. It is a conjugate base of a 3-hydroxyhexanoic acid. CCCC(CC(=O)[O-])O